C1(=CC=C(C=C1)SC1=CC=C(C=C1)[S+](C1=CC=C(C=C1)C)C1=CC=C(C=C1)C)C 4-(p-tolylthio)phenyldi-p-Tolylsulfonium